BrC=1C=2N(C=C(C1Cl)OC)N=CC2C#N 4-bromo-5-chloro-6-methoxypyrazolo[1,5-a]pyridine-3-carbonitrile